5-heptyl-2-[6-(triethoxysilyl)hexyl]-2H-tetrazole C(CCCCCC)C=1N=NN(N1)CCCCCC[Si](OCC)(OCC)OCC